C[C@]12CC(C[C@](CC1)(N2)C)OC2=CC=C(N=N2)C2=C(C=C(C=C2)C2=NC(N(C=N2)C)=O)O 4-(4-(6-(((1R,3s,5S)-1,5-dimethyl-8-azabicyclo[3.2.1]octan-3-yl)oxy)pyridazin-3-yl)-3-hydroxyphenyl)-1-methyl-1,3,5-triazin-2(1H)-one